1-methyl-4-(3-(3-(methylamino)-1-(thiophen-2-yl)propoxy)phenyl)-1,4-diazepan-5-one CN1CCN(C(CC1)=O)C1=CC(=CC=C1)OC(CCNC)C=1SC=CC1